N-[6-(5-chloro-1,3-benzothiazol-2-yl)spiro[3.3]heptan-2-yl]-5-[[3-(trifluoromethyl)cyclobutyl]sulfamoyl]furan-2-carboxamide ClC=1C=CC2=C(N=C(S2)C2CC3(CC(C3)NC(=O)C=3OC(=CC3)S(NC3CC(C3)C(F)(F)F)(=O)=O)C2)C1